ethyl 2-(7-((3-cyano-4-fluorophenyl) carbamoyl)-2,3-dihydro-1H-pyrrolizine-5-yl)-2-oxoacetate C(#N)C=1C=C(C=CC1F)NC(=O)C=1C=C(N2CCCC12)C(C(=O)OCC)=O